CN1N=CC(=C1C1=C2C(=NC(=C1)N1[C@@H](COCC1)C)C(=NS2(=O)=O)C2=CC(=NN2)C)C (R)-7-(1,4-dimethyl-1H-pyrazol-5-yl)-3-(3-methyl-1H-pyrazol-5-yl)-5-(3-methylmorpholino)isothiazolo[4,5-b]pyridine 1,1-dioxide